ClC=1C=C(C(NN1)=O)C1=CC(=NC=C1C(=O)NC=1SC2=C(N1)CN(C2)C(C2=C(N=C(C=C2)C(F)(F)F)OC)=O)C 4-(6-chloro-3-oxo-2,3-dihydropyridazin-4-yl)-N-(5-(2-methoxy-6-(trifluoromethyl)nicotinoyl)-5,6-dihydro-4H-pyrrolo[3,4-d]thiazol-2-yl)-6-methylnicotinamide